6-(3-fluoro-5-hydroxyphenyl)-2-[(4S)-2,2,4-trimethylpyrrolidin-1-yl]pyridin-3-carboxamid FC=1C=C(C=C(C1)O)C1=CC=C(C(=N1)N1C(C[C@@H](C1)C)(C)C)C(=O)N